2-(((R)-1-(3-cyano-2-((1R,4R)-5-(4-cyanophenyl)-2,5-diazabicyclo[2.2.1]heptan-2-yl)-7-methyl-4-oxo-4H-pyrido[1,2-a]pyrimidin-9-yl)ethyl)amino)benzoic acid C(#N)C1=C(N=C2N(C1=O)C=C(C=C2[C@@H](C)NC2=C(C(=O)O)C=CC=C2)C)N2[C@H]1CN([C@@H](C2)C1)C1=CC=C(C=C1)C#N